O=C1N(OC[C@H]1NC(OC(C)(C)C)=O)CC(F)(F)F tert-butyl N-[(4R)-3-oxo-2-(2,2,2-tri-fluoroethyl)isoxazolidin-4-yl]carbamate